FC(OC1=C(C=CC=C1)[C@@H]1C2=C(NC(=C1C(=O)OC)CF)COC2=O)F methyl (R)-4-(2-(difluoromethoxy)phenyl)-2-(fluoromethyl)-5-oxo-1,4,5,7-tetrahydrofuro[3,4-b]pyridine-3-carboxylate